C(C1=CC=CC=C1)N1CCC2(CC1)NC1=CC=CC=C1C2=N benzylspiro[indoline-2,4'-piperidine]-3-imine